C(C)(C)(C)OC(=O)N1CC=2C(=NN3C2C(C[C@@](CC3)(CO)O)(F)F)C[C@H]1C |o1:16| (3R,9S*)-tert-Butyl-11,11-difluoro-9-hydroxy-9-(hydroxymethyl)-3-methyl-3,4,8,9,10,11-hexahydro-1H-pyrido[4',3':3,4]pyrazolo[1,5-a]azepine-2(7H)-carboxylate